CC(CCCC=O)C 5-methyl-1-hexanal